C(C)N1C=C(C(C(=C1CO)C1=CC=C(C=C1)F)=O)C(=O)NC1=CC=C(C=C1)OC1=CC=NC2=CC(=CN=C12)OC 1-ethyl-5-(4-fluorophenyl)-6-(hydroxymethyl)-N-[4-[(7-methoxy-1,5-naphthyridin-4-yl)oxy]phenyl]-4-oxopyridine-3-carboxamide